Methyl 6-(2-chloro-4-(trifluoromethyl) phenyl)-3-cyanopicolinate ClC1=C(C=CC(=C1)C(F)(F)F)C1=CC=C(C(=N1)C(=O)OC)C#N